propyl 5-(ethoxymethyl)furan-2-carboxylate C(C)OCC1=CC=C(O1)C(=O)OCCC